C(C)N1C(NC2=CC(=CC=C2C1=O)CN1CCN(CC1)C=1C=CC(=NC1)C(=O)NC)=O 5-(4-((3-ethyl-2,4-dioxo-1,2,3,4-tetrahydroquinazolin-7-yl)methyl)piperazin-1-yl)-N-methylpyridineamide